titanium tetran-butoxide [O-]CCCC.[O-]CCCC.[O-]CCCC.[O-]CCCC.[Ti+4]